1-(4-iso-propylcyclohexyl)ethanol C(C)(C)C1CCC(CC1)C(C)O